C(#N)/C(/C(=O)N[C@H](CO)C1=CC(=C(C=C1)OC)OC)=C\C1=CNC2=NC=C(C=C21)C=2C=NN(C2)C (S,E)-2-cyano-N-(1-(3,4-dimethoxyphenyl)-2-hydroxyethyl)-3-(5-(1-methyl-1H-pyrazol-4-yl)-1H-pyrrolo[2,3-b]pyridin-3-yl)acrylamide